4-[[2-Fluoro-6-[2-methoxy-4-(trifluoromethoxy)phenoxy]-3-(trifluoromethyl)benzoyl]amino]pyridin-2-carboxamid FC1=C(C(=O)NC2=CC(=NC=C2)C(=O)N)C(=CC=C1C(F)(F)F)OC1=C(C=C(C=C1)OC(F)(F)F)OC